1,1'-(ethane-1,2-diyldisulfinyl)bis(N,N-diethylformamide) C(CS(=O)C(=O)N(CC)CC)S(=O)C(=O)N(CC)CC